C(C)(C)(C)OC(=O)N1CC(C1)(F)COC(=O)N1CCC(CC1)NC1=C2C(=NC(=C1)NC1CCOCC1)N(C=N2)C(C)C 4-((3-isopropyl-5-((tetrahydro-2H-pyran-4-yl)amino)-3H-imidazo[4,5-b]pyridin-7-yl)amino)piperidine-1-carboxylic acid (1-(tert-butyloxycarbonyl)-3-fluoroazetidine-3-yl)methyl ester